CN(C)CCOC(C=C)=O Acrylic acid dimethylaminoethyl ester